CN1[C@@H](CCC1)COC1=NC2=NC=CC=C2C=C1 2-(((S)-1-methylpyrrolidine-2-yl)methoxy)-1,8-naphthyridine